NC(C([C@H](C[C@H]1C(NCC1)=O)NC([C@H](CC1CCCCC1)NC(OC(C(C)(C)C1=CC(=CC=C1)Cl)C1=CC=C(C=C1)F)=O)=O)=O)=O 2-(3-chlorophenyl)-1-(4-fluorophenyl)-2-methylpropyl ((S)-1-(((S)-4-amino-3,4-dioxo-1-((S)-2-oxopyrrolidin-3-yl)butan-2-yl)amino)-3-cyclohexyl-1-oxopropan-2-yl)carbamate